4-(2-thienyl)-3-azabicyclo[3.2.1]Oct-3-Ene S1C(=CC=C1)C1=NCC2CCC1C2